ClCC1=CC=C(C=C1)N1C(=NC=2C1=NC(=CC2)C2=NN(N=C2C)C)C=2C(=NC=CN2)N 3-(3-(4-(Chloromethyl)phenyl)-5-(2,5-dimethyl-2H-1,2,3-triazol-4-yl)-3H-imidazo[4,5-b]pyridin-2-yl)pyrazin-2-amine